NC1CC(CC1)O 3-aminocyclopentan-1-ol